C(C)(=O)[N-]C(C)=O N,N-diacetyl-amide